C(=NC(C)C)=NC(C)C N,N'-methanediylidenebis[1-methylethanamine]